2,2,2-Trifluoro-N-(2-(5-(5-(trifluoromethyl)-1,2,4-oxadiazol-3-yl)pyridin-2-yl)-1-(3-(trifluoromethyl)phenyl)ethyl)acetamide FC(C(=O)NC(CC1=NC=C(C=C1)C1=NOC(=N1)C(F)(F)F)C1=CC(=CC=C1)C(F)(F)F)(F)F